CN1CCC(CC1)N1N=C(C(=C1)NC1=NC=C(C(=N1)NCCCN1C(OCCC1)=O)C(F)(F)F)C=C 3-(3-((2-((1-(1-methylpiperidin-4-yl)-3-vinyl-1H-pyrazol-4-yl)amino)-5-(trifluoromethyl)pyrimidin-4-yl)amino)propyl)-1,3-oxazinan-2-one